C(C=C)=C(C=O)CCCCCCCC alldiyldecanal